C(CCCCCCCCCCCCCC[13CH3])(=O)O Palmitic acid-16-13C